[Br-].C\C(=C/CC1=C(C=C(C=C1OCC[N+](CC(NCCCCCC)=O)(C)C)CCCCC)OCC[N+](CC(=O)NCCCCCC)(C)C)\CCC=C(C)C.[Br-] (E)-N,N'-(((2-(3,7-dimethylocta-2,6-dien-1-yl)-5-pentyl-1,3-phenylene)bis(oxy))bis(ethane-2,1-diyl))bis(2-(hexylamino)-N,N-dimethyl-2-oxoethan-1-aminium) bromide